[Na].NC1=CC=CC=C1.NC1=CC=CC=C1 dianiline sodium